N-((1R,2R)-1-amino-2,3-dihydro-ethyl-1H-pyrrolo[2,3-b]pyridin-4-yl)-3,4-dihydro-2H-1,4-thiazine-6-carboxamide hydrochloride Cl.N[C@@H](C)N1CCC=2C1=NC=CC2NC(=O)C2=CNCCS2